ClC1=C(C=CC(=C1)OC1=CC=CC=C1)NC=1C2=CN(C=3N=CN=C(N(N1)C1CCNCC1)C32)COCC[Si](C)(C)C N-(2-chloro-4-phenoxyphenyl)-5-(piperidin-4-yl)-1-((2-(trimethylsilyl)ethoxy)methyl)-1,5-dihydro-1,4,5,6,8-pentaaza-acenaphthylen-3-amine